NC(=O)N1C(=O)NC(=O)C=C1 1-(aminocarbonyl)-uracil